CS(=O)(=O)NC=1C(=C(C(=O)N)C=CC1)N1CCC2(CC2)CC1 (methylsulfonamido)-2-(6-azaspiro[2.5]octan-6-yl)benzamide